NC1CC(N(CC1)C)(C(=O)OC)C methyl 4-amino-1,2-dimethylpiperidine-2-carboxylate